C(C)(C)(C)OC(=O)N1CCC(CC1)C1=CC=CC=2OC(OC21)CC=2SC1=C(N2)C=CC=C1 4-(2-(benzo[d]thiazol-2-ylmethyl)benzo[d][1,3]dioxolan-4-yl)piperidine-1-carboxylic acid tert-butyl ester